The molecule is a steroid phosphate oxoanion obtained by deprotonation of the phosphate OH groups of dexamethasone phosphate. It is a conjugate base of a dexamethasone phosphate. C[C@@H]1C[C@H]2[C@@H]3CCC4=CC(=O)C=C[C@@]4([C@]3([C@H](C[C@@]2([C@]1(C(=O)COP(=O)([O-])[O-])O)C)O)F)C